(E)-4-methylsulfanylbut-2-enoic acid CSC/C=C/C(=O)O